BrC1=NN2C(N=C(C=C2Cl)C(F)(F)F)=C1 2-bromo-7-chloro-5-(trifluoromethyl)pyrazolo[1,5-a]pyrimidine